C(C1=CC=CC=C1)C1=C(SC=2N3C(COCC21)=NN=C3C)C#CC=3C=NN(C3)CC(=O)OCCCCC3=C2CN(C(C2=CC=C3)=O)C3C(NC(CC3)=O)=O 4-(2-(2,6-dioxopiperidin-3-yl)-1-oxoisoindolin-4-yl)butyl 2-(4-((3-benzyl-9-methyl-4H,6H-thieno[2,3-e][1,2,4]triazolo[3,4-c][1,4]oxazepin-2-yl)ethynyl)-1H-pyrazol-1-yl)acetate